tert-Butyl (NE)-N-[(4S)-4-(2-chloro-3-iodophenyl)-4-methyl-6-oxo-1-(tetrahydropyran-4-yl)hexahydropyrimidin-2-ylidene]carbamate ClC1=C(C=CC=C1I)[C@]1(N/C(/N(C(C1)=O)C1CCOCC1)=N\C(OC(C)(C)C)=O)C